O1CC(=CC1)B1OC(C(O1)(C)C)(C)C 2-(2,5-dihydro-3-furanyl)-4,4,5,5-tetramethyl-1,3,2-dioxaborolane